ClC1=CC=CC(=N1)C(C#N)(C)C=1C=NN(C1)C 2-(6-chloro-2-pyridinyl)-2-(1-methylpyrazol-4-yl)propionitrile